C(C)N1N=CC=C1OC(=O)C1=CC2=C(N(S(N(C2=O)C2=C(C=CC=C2C)C)(=O)=O)C)C=C1 3-(2,6-dimethylphenyl)-1-methyl-4-oxo-3,4-dihydro-1H-benzo[c][1,2,6]thiadiazine-6-carboxylic acid 1-ethyl-1H-pyrazol-5-yl ester 2,2-dioxide